BrC=1C=CC2=C(C3=C(C4=NC=5C(=CC=CC5N=C24)O)C=CC(=N3)Br)N1 3,6-dibromodipyrido[3,2-a:2',3'-c]-phenazin-10-ol